6-methoxy-2-methyl-7-(morpholine-4-carbonyl)quinazolin-4(1H)-one COC=1C=C2C(N=C(NC2=CC1C(=O)N1CCOCC1)C)=O